ClC1=CC=C(CC(C(=O)NC=2C=CC=C3C=CC=NC23)C=C)C=C1 2-(4-chlorobenzyl)-N-(quinolin-8-yl)but-3-enamide